2-bromo-9H-carbazole BrC1=CC=2NC3=CC=CC=C3C2C=C1